6-((((S)-1-cyclopentylethyl)amino)methyl)-N-(3-((1s,3R)-3-methyl-1-(4-methyl-4H-1,2,4-triazol-3-yl)cyclobutyl)phenyl)imidazo[1,2-a]pyridine-8-carboxamide C1(CCCC1)[C@H](C)NCC=1C=C(C=2N(C1)C=CN2)C(=O)NC2=CC(=CC=C2)C2(CC(C2)C)C2=NN=CN2C